sodium ((1R,5S,6S)-3-(5-methyl-2-((S)-2-methylazetidin-1-yl)-6-(trifluoromethyl)pyrimidin-4-yl)-3-azabicyclo[3.1.0]hexan-6-yl)methanesulfinate CC=1C(=NC(=NC1C(F)(F)F)N1[C@H](CC1)C)N1C[C@H]2C([C@H]2C1)CS(=O)[O-].[Na+]